N-(4-chloro-3-mercaptophenyl)picolinamide hydrogen chloride salt Cl.ClC1=C(C=C(C=C1)NC(C1=NC=CC=C1)=O)S